Tert-Butoxycarbohydrazide CC(C)(C)OC(=O)NN